FC1CC2[C@H]3CCON3C3CCC4NCCC(NCC[C@H](CC2CC1)C)C4N3 (6R,14S)-9-fluoro-14-methyl-3-oxa-2,17,21,25-tetraazapentacyclo[16.6.2.02,6.07,12.022,26]hexacosane